C(C)(=O)N[C@H](C(=O)O)CC(C)C (S)-2-acetylamino-4-methylpentanoic acid